1,3-bis(3-methyl-4-hydroxyphenyl)-5,7-dipropyl-adamantane CC=1C=C(C=CC1O)C12CC3(CC(CC(C1)(C3)CCC)(C2)CCC)C2=CC(=C(C=C2)O)C